Cl.N1=CN=CC(=C1)N1CC(C1)CC=O 2-(1-pyrimidin-5-yl-azetidin-3-yl)-ethanone hydrochloride